COC(=O)[C@H]1CN(CC[C@H]1NC(=O)C1=NOC(=C1)C1=C(C=C(C=C1)F)F)C(=O)OC(C)(C)C |r| rac-(3S,4R)-4-{[5-(2,4-difluoro-phenyl)-isoxazole-3-carbonyl]-amino}-piperidine-1,3-dicarboxylic acid 1-tert-butyl ester 3-methyl ester